[C@@H]1(C[C@H](O)[C@@H](CO)O1)N1C(=O)NC(=O)C=C1 DESOXYURIDIN